N[C@H](C(=O)O)CCNCC1=C(C=CC=C1)OCC1=CC(=CC=C1)C (S)-2-amino-4-((2-((3-methylbenzyl)oxy)benzyl)amino)butanoic acid